trimethylammonium tetrakis-(2,3,4,6-tetrafluorophenyl)borate FC1=C(C(=CC(=C1F)F)F)[B-](C1=C(C(=C(C=C1F)F)F)F)(C1=C(C(=C(C=C1F)F)F)F)C1=C(C(=C(C=C1F)F)F)F.C[NH+](C)C